2-((3-((4-chlorophenyl)fluoromethyl)-1,2,4-oxadiazol-5-yl)methyl)acrylic acid ClC1=CC=C(C=C1)C(C1=NOC(=N1)CC(C(=O)O)=C)F